2-(2-((3R,4S)-3-Amino-4-fluoropiperidin-1-yl)-6-(trifluoromethyl)-1H-benzo[d]imidazol-1-yl)-1-morpholinoethan-1-on N[C@@H]1CN(CC[C@@H]1F)C1=NC2=C(N1CC(=O)N1CCOCC1)C=C(C=C2)C(F)(F)F